O=S1(CCC2=C1C(=CC=C2)N[C@@H](C)C=2C=C(C=C1C(N(C(=NC21)N2CCOCC2)C)=O)C)=O 8-[(1S)-1-[(1,1-dioxo-2,3-dihydrobenzothiophen-7-yl)amino]ethyl]-3,6-dimethyl-2-morpholino-quinazolin-4-one